C1(CC1)C1=C(C(=NO1)C1=C(C=CC=C1Cl)Cl)COC1C(CN(CC1)C1=CC=C(C#N)C=C1)C 4-(4-((5-cyclopropyl-3-(2,6-dichlorophenyl)isoxazol-4-yl)methoxy)-3-methylpiperidin-1-yl)benzonitrile